2,2'-{[(methyl-1H-benzotriazol-1-yl)methyl]imino}diethanol CC1=CC=CC=2N(N=NC21)CN(CCO)CCO